COC(/C=C/C1=C(C(=O)OC(C)(C)C)C=C(C=C1)[N+](=O)[O-])=O tert-butyl 2-[(E)-3-methoxy-3-oxo-prop-1-enyl]-5-nitro-benzoate